(2R,3S)-2-(3-(4,6-difluoro-1H-benzo[d]imidazol-1-yl)propyl)piperidin-3-ol dihydrochloride Cl.Cl.FC1=CC(=CC=2N(C=NC21)CCC[C@H]2NCCC[C@@H]2O)F